N1=CC=C(C=C1)CCCO 3-(pyridin-4-yl)propan-1-ol